4-(1-methyl-1H-1,2,4-triazol-3-yl)-5-(trifluoromethyl)-1H-pyrrolo[2,3-b]pyridine CN1N=C(N=C1)C1=C2C(=NC=C1C(F)(F)F)NC=C2